C(#CC)C=1N=C(SC1)C=O 4-(1-propynyl)thiazole-2-carbaldehyde